CC(C(=O)O)(C)C1=CC=C(C=C1)N1C(N2[C@@H](CNCC2)C1)=O (S)-2-methyl-2-(4-(3-oxohexahydroimidazo[1,5-a]pyrazin-2(3H)-yl)phenyl)propionic acid